C(CCCCC(=O)OCC)(=O)ON amino ethyl adipate